2-amino-4-methylthiobutyronitrile NC(C#N)CCSC